C(C1=CC=CC=C1)OC(C(CC1=CC=CC=C1)NC(C(=O)O)=O)=O 2-((1-(benzyloxy)-1-oxo-3-phenylpropan-2-yl)amino)-2-oxoacetic acid